6-bromo-5-((3-(difluoromethyl)benzyl)amino)-N-methylpyrazine-2-sulfonamide BrC1=C(N=CC(=N1)S(=O)(=O)NC)NCC1=CC(=CC=C1)C(F)F